1-{2'-ethoxy-4-[(2R)-2-ethyl-4-[4-methyl-2-(trifluoromethyl)benzoyl]piperazin-1-yl]-4'-fluoro-[1,1'-biphenyl]-3-yl}methylamine C(C)OC1=C(C=CC(=C1)F)C1=CC(=C(C=C1)N1[C@@H](CN(CC1)C(C1=C(C=C(C=C1)C)C(F)(F)F)=O)CC)CN